5-(1-cyano-1-methyl-ethyl)-3-ethylsulfonyl-N-[3-(methylamino)-6-(trifluoromethyl)pyridazin-4-yl]Pyridine-2-carboxamide C(#N)C(C)(C)C=1C=C(C(=NC1)C(=O)NC1=C(N=NC(=C1)C(F)(F)F)NC)S(=O)(=O)CC